NC=1C(=CC(=C(C1)O)F)Br 5-amino-4-bromo-2-fluoro-phenol